[N+](=O)([O-])C1=CC=CC=C1[N+](=O)[O-] 4,5-dinitrobenzene